1,1-bis-(4-hydroxyphenyl)-1-phenyl-ethane OC1=CC=C(C=C1)C(C)(C1=CC=CC=C1)C1=CC=C(C=C1)O